C1=CNC(=S)N=C1 The molecule is pyrimidine substituted at C-2 by a sulfanyl group. It has a role as a corrosion inhibitor and an allergen. It is a member of pyrimidines and an aryl thiol.